(1r,2'R,4R)-4-(3-chloroanilino)-2'-{(2R)-2-phenyl-3-[(pyridin-4-yl)oxy]propyl}-2',3'-dihydrospiro[cyclohexane-1,1'-indene]-4-carboxylic acid ClC=1C=C(NC2(CCC3([C@@H](CC4=CC=CC=C34)C[C@@H](COC3=CC=NC=C3)C3=CC=CC=C3)CC2)C(=O)O)C=CC1